O=C1NC(CCC1C1=COC2=C1C=C(C=C2)NCCCCCCC(=O)N(C(C)C)C(C)C)=O 7-((3-(2,6-dioxopiperidin-3-yl)benzofuran-5-yl)amino)-N,N-diisopropylheptanamide